N1C(=NC2=C1C=CC=C2)[C@@H]2[C@H](C2)C(=O)N[C@H](C(NCC2=CC=C(C=C2)C(F)(F)F)=O)C (1S,2S)-2-(1H-benzo[d]imidazol-2-yl)-N-((S)-1-oxo-1-((4-(trifluoromethyl)benzyl)amino)propan-2-yl)cyclopropane-1-carboxamide